FC1=C(CNC2=CC=C(C=C2)C)C(=CC=C1)F N-(2,6-difluorobenzyl)-4-methylaniline